Di-tert-butyl 3,3'-((((oxybis(ethane-2,1-diyl))bis(oxy))bis(propane-3,1-diyl))bis(1-oxoisoindoline-4,2-diyl))bis(2,6-dioxopiperidine-1-carboxylate) O(CCOCCCC1=C2CN(C(C2=CC=C1)=O)C1C(N(C(CC1)=O)C(=O)OC(C)(C)C)=O)CCOCCCC1=C2CN(C(C2=CC=C1)=O)C1C(N(C(CC1)=O)C(=O)OC(C)(C)C)=O